NC1=C(C=C2C(=N1)C=C(N2CO)CNC(C2=CC=CC=C2)=O)C N-((5-amino-1-(hydroxymethyl)-6-methyl-1H-pyrrolo[3,2-b]pyridin-2-yl)methyl)benzamide